trans-[3-(6-chloropyrazolo[3,4-d]pyrimidin-1-yl)-1-methyl-cyclobutyl]methanol ClC1=NC=C2C(=N1)N(N=C2)C2CC(C2)(C)CO